1,2-dimethoxy-ethane COCCOC